C1([C@@H](O)[C@@H](O)[C@H](O)CO1)N D-LYXOSYLAMINE